[As].[Co].[Li] lithium cobalt-arsenic